5-(1H-indole-2-carbonyl)-N-[(2R)-1,1,1-trifluoropropan-2-yl]-4H,5H,6H,7H-pyrazolo[1,5-a]pyrazine-3-carboxamide N1C(=CC2=CC=CC=C12)C(=O)N1CC=2N(CC1)N=CC2C(=O)N[C@@H](C(F)(F)F)C